ClC1=CC(=C(C(=C1)C)NC(=O)C1=CC(=NN1C1=NC=CC=C1Cl)OC1CN(C1)CC(F)(F)F)C(NCC)=O N-(4-chloro-2-(ethylcarbamoyl)-6-methylphenyl)-1-(3-chloropyridin-2-yl)-3-((1-(2,2,2-trifluoroethyl)azetidin-3-yl)oxy)-1H-pyrazole-5-carboxamide